1-methyl-6-(pyrrolidin-1-yl)-4-((trimethylsilyl)ethynyl)pyridin-2(1H)-one CN1C(C=C(C=C1N1CCCC1)C#C[Si](C)(C)C)=O